(S)-6-Fluoro-4-(4-fluorophenyl)-N-(pyrrolidin-3-ylmethyl)-3,4-dihydroquinoxaline FC=1C=C2N(CCN(C2=CC1)C[C@@H]1CNCC1)C1=CC=C(C=C1)F